((1r,3R,5S,7r)-3,5-dimethyladamantan-1-yl)zinc(II) bromide [Br-].C[C@]12CC3(CC(C[C@@](C1)(C3)C)C2)[Zn+]